((((1r,3r)-3-hydroxy-3-methylcyclobutyl)amino)methyl)-4H-pyrido[1,2-a]pyrimidin-4-one OC1(CC(C1)NCC=1N=C2N(C(C1)=O)C=CC=C2)C